trans-tert-butyl 4-(5-bromo-1-(tetrahydro-2H-pyran-2-yl)-1H-indazole-3-carboxamido)-2-methylpiperidine-1-carboxylate BrC=1C=C2C(=NN(C2=CC1)C1OCCCC1)C(=O)N[C@H]1C[C@@H](N(CC1)C(=O)OC(C)(C)C)C